CCC=CCCCC=CC 3,8-decadien